ClC=1C=C(C=CC1Cl)SC1=C(C=C(C=C1)S(=O)(=O)NC1=C(C(=O)O)C=C(C=C1)C)[N+](=O)[O-] 2-((4-((3,4-Dichlorophenyl)thio)-3-nitrophenyl)sulfonamido)-5-methylbenzoic acid